C(C=C)(=O)OCC(COC(C=C)=O)(CC)COC(C=C)=O 2-(acryloxymethyl)-2-ethylpropane-1,3-diyl diacrylate